C(CCC)N1C(=CC=C1)C1CC(C(C(C1)=O)=CN(C)C)=O 5-(1-butyl-1H-pyrrol-2-yl)-2-((dimethylamino)methylene)cyclohexane-1,3-dione